P(ON(C(C)(C)CCC#N)C(C)C)([O-])N O-(2-cyanoethyl-N,N-diisopropylamino) phosphoramidite